n-butyl-phosphine n-octanoate C(CCCCCCC)(=O)O.C(CCC)P